N-(5-hydroxypyridin-2-yl)cyclohexanecarboxamide OC=1C=CC(=NC1)NC(=O)C1CCCCC1